1-((tert-butyldimethylsilyl)oxy)-4-((S)-2,2-dimethyl-1,3-dioxolan-4-yl)pentan-3-ol [Si](C)(C)(C(C)(C)C)OCCC(C(C)[C@@H]1OC(OC1)(C)C)O